N-(2,6-diisopropylphenyl)-2-(4-isobutylphenyl)-2,4-dimethylpent-4-en-1-imine C(C)(C)C1=C(C(=CC=C1)C(C)C)N=CC(CC(=C)C)(C)C1=CC=C(C=C1)CC(C)C